N-(1-(4,4-difluorocyclohexyl)-1H-pyrazol-3-yl)-4-iodo-2-(6-azaspiro[2.5]oct-6-yl)benzamide FC1(CCC(CC1)N1N=C(C=C1)NC(C1=C(C=C(C=C1)I)N1CCC2(CC2)CC1)=O)F